3-(dibenzylamino)cyclobutane-1-carboxylic acid ethyl ester C(C)OC(=O)C1CC(C1)N(CC1=CC=CC=C1)CC1=CC=CC=C1